N-(4-((2-(1,1-difluoroethyl)pyrimidin-4-yl)amino)-5-(2-methyloxazol-4-yl)pyridin-2-yl)acetamide FC(C)(F)C1=NC=CC(=N1)NC1=CC(=NC=C1C=1N=C(OC1)C)NC(C)=O